2-[(6-formyl-1,4-dimethyl-6,7-dihydro-5H-cyclopenta[c]pyridin-3-yl)oxy]-N-methylacetamide C(=O)C1CC2=C(C(=NC(=C2C)OCC(=O)NC)C)C1